FC=1C(=CC(N(C1)CC[C@@](C)(S(=O)(=O)C)C1=NOB(O1)[O-])=O)C1=C(C=C(C=C1)OC)F.[Na+] sodium (R)-5-(4-(5-fluoro-4-(2-fluoro-4-methoxyphenyl)-2-oxopyridin-1(2H)-yl)-2-(methylsulfonyl)butan-2-yl)-1,3,4,2-dioxazaborol-2-olate